CC(CNC(C=CC=CC=CC=CCCC)=O)C 10E-dodecatetraenoic acid-N-(2-methylpropyl) amide